(3-fluorooxabutan-3-yl)methylamine FC(CO)(C)NC